6-Aminocapronitril NCCCCCC#N